methyl 2-({[(tert-butoxy)carbonyl]amino}methyl)-6-methoxy-1,3-benzothiazole-5-carboxylate C(C)(C)(C)OC(=O)NCC=1SC2=C(N1)C=C(C(=C2)OC)C(=O)OC